FC=1C=C(C=C(C1)C(F)(F)F)C(C1=CC(=NC=C1)N1N=C(C=2C(NCCC21)=O)C)O 1-(4-((3-fluoro-5-(trifluoromethyl)phenyl)(hydroxy)methyl)pyridin-2-yl)-3-methyl-1,5,6,7-tetrahydro-4H-pyrazolo[4,3-c]pyridin-4-one